4-methyl-N-(2-(1-phenyl-vinyl)phenyl)benzenesulfonamide CC1=CC=C(C=C1)S(=O)(=O)NC1=C(C=CC=C1)C(=C)C1=CC=CC=C1